2-(4-fluorophenyl)-2-(4-piperidyl)acetic Acid FC1=CC=C(C=C1)C(C(=O)O)C1CCNCC1